1-(4-(3-chlorobenzyl)-3,4-dihydroquinoxalin-1(2H)-yl)-3-(piperidin-1-yl)propan ClC=1C=C(CN2CCN(C3=CC=CC=C23)CCCN2CCCCC2)C=CC1